NC1=C(C=C(C=C1)C1=NC=CC=C1)NC(C1=CC=C(C=C1)S(=O)(=O)C1CC1)=O N-[2-amino-5-(2-pyridinyl)phenyl]-4-(cyclopropylsulfonyl)benzamide